C(C)C1(COC1)COCC(CCCC)CC 3-ethyl-3-(2-ethylhexoxymethyl)oxetane